COC1=C(C=C(C=C1)C1=C(C=CC=C1)C1=NN=CN1C)[N+](=O)[O-] 3-(4'-methoxy-3'-nitro-[1,1'-biphenyl]-2-yl)-4-methyl-4H-1,2,4-triazole